isopropylmethylchloride C(C)(C)CCl